bis[2,4,5-trichloro-6-(pentyloxycarbonyl)phenyl] oxalate C(C(=O)OC1=C(C=C(C(=C1C(=O)OCCCCC)Cl)Cl)Cl)(=O)OC1=C(C=C(C(=C1C(=O)OCCCCC)Cl)Cl)Cl